FC1=CC=C(C=C1)CCC(=O)N(C)C 3-(4-fluorophenyl)-N,N-dimethylpropionamide